ethyl 2-methylimidazo[1,2-a]pyridine-3-carboxylate CC=1N=C2N(C=CC=C2)C1C(=O)OCC